O1C(OCC1)C1=NN(C2=CC(=CC=C12)C=O)C 3-(1,3-dioxolan-2-yl)-1-methylindazole-6-carbaldehyde